ClC1=C2C(=NC=3C=C(C(=CC13)OC)OCCCCl)CCC2 9-chloro-6-(3-chloropropoxy)-7-methoxy-1H,2H,3H-cyclopenta[b]quinoline